C1(CCC1)COC1=[N+](C(=CC(=C1)C1=C(C=CC(=C1)NS(=O)(=O)CC)OC1=C(C=C(C=C1)F)F)C)[O-] (cyclobutylmethoxy)-4-(2-(2,4-difluorophenoxy)-5-(ethylsulfonylamino)phenyl)-6-methylpyridine 1-oxide